6-Chloro-2-{4-[4-(methoxyacetyl)piperazin-1-yl]phenyl}-N-(1-methylpiperidin-4-yl)-3H-imidazo[4,5-b]pyridin-7-amine ClC=1C(=C2C(=NC1)NC(=N2)C2=CC=C(C=C2)N2CCN(CC2)C(COC)=O)NC2CCN(CC2)C